C(#N)C=1C=CC2=C(N(C(=N2)NC(=O)[C@@H]2C(C2)(C)C)C2CCC2)C1 (S)-N-(6-cyano-1-cyclobutyl-1H-benzo[d]imidazol-2-yl)-2,2-dimethylcyclopropane-1-carboxamide